C(C1=CC=CC=C1)OC=1C(C(=CN2N3[C@H](C[C@@H]([C@@H](N(C(C21)=O)C3)C)F)C)C(=O)NCC3=C(C=C(C=C3)F)F)=O (1S,2S,4S,5S)-8-(benzyloxy)-N-(2,4-difluorobenzyl)-4-fluoro-2,5-dimethyl-7,9-dioxo-2,3,4,5,7,9-hexahydro-1,6-methanopyrido[1,2-b][1,2,5]triazonine-10-carboxamide